C1(CC1)C1=C(C=C(C=C1)C(NC(=O)C1N(CC(C1)F)C(CC1=C2C=CC(=NC2=CC=C1)C)=O)C1=CC=CC=C1)F N-[(4-cyclopropyl-3-fluorophenyl)(phenyl)methyl]-4-fluoro-1-[2-(2-methylquinolin-5-yl)acetyl]pyrrolidine-2-carboxamide